[NH4+].C1(=CC=CC=C1)[O-] phenolate ammonium salt